ethyl 2-[1-[8-[(1R)-1-[(6-Chloro-2-sulfamoyl-3-pyridyl)oxy]ethyl]-3,6-dimethyl-4-oxo-chromen-2-yl]cyclopropyl]acetate ClC1=CC=C(C(=N1)S(N)(=O)=O)O[C@H](C)C=1C=C(C=C2C(C(=C(OC12)C1(CC1)CC(=O)OCC)C)=O)C